CC=1C=CC=C2C(=CC(OC12)=O)N1CCOCC1 8-Methyl-4-morpholin-4-yl-chromen-2-one